N1(N=CC=C1)C1=CC=NC=C1C(=O)O 4-(1H-pyrazol-1-yl)nicotinic acid